NC1=C(C=C(C=C1)C(F)(F)F)NC(OC(C)(C)C)=O tert-butyl (2-amino-5-(trifluoromethyl)phenyl)carbamate